C1(CC1)[C@H](C)NC(=O)C=1C(=C(C(=NC1)OCC(F)(F)F)C1=CC(=CC(=C1)F)F)N1C[C@@](CC1)(C)NC(OC(C)(C)C)=O tert-butyl ((S)-1-(5-(((S)-1-cyclopropylethyl)carbamoyl)-3-(3,5-difluorophenyl)-2-(2,2,2-trifluoroethoxy)pyridin-4-yl)-3-methylpyrrolidin-3-yl)carbamate